FC(C(=O)O)(F)F.COC1=C(C=CC=C1C1=CN=C(S1)C1CCOCC1)NC1=CC(=NC=2C=CN(C(C12)=O)C)NC(=O)C1CC1 N-(4-((2-Methoxy-3-(2-(tetrahydro-2H-pyran-4-yl)thiazol-5-yl)phenyl)amino)-6-methyl-5-oxo-5,6-dihydro-1,6-naphthyridin-2-yl)cyclopropanecarboxamide Trifluoroacetic Acid Salt